2-(5-amino-2-(furan-2-yl)-7H-pyrazolo[4,3-e][1,2,4]triazolo[1,5-c]pyrimidin-7-yl)-N-((1R,3R)-3-hydroxycyclohexyl)-2-phenylacetamide NC1=NC2=C(C=3N1N=C(N3)C=3OC=CC3)C=NN2C(C(=O)N[C@H]2C[C@@H](CCC2)O)C2=CC=CC=C2